6-{[2,6-bis(phenyl)phenyl-(2,6-dimethoxyphenyl)]-phosphino}-4-trifluoromethyl-2-(2,4,6-triisopropylphenyl)-phenol C1(=CC=CC=C1)C1=C(C(=CC=C1)C1=CC=CC=C1)C=1C(=C(C(=CC1)OC)PC1=CC(=CC(=C1O)C1=C(C=C(C=C1C(C)C)C(C)C)C(C)C)C(F)(F)F)OC